ClC1=C(C(=CC=C1)[N+](=O)[O-])C=CC 1-chloro-3-nitro-2-(1-propen-1-yl)benzene